(R)-2-(1-hydroxycyclopropyl)pyrrolidine-1-carboxylic acid tert-butyl ester C(C)(C)(C)OC(=O)N1[C@H](CCC1)C1(CC1)O